Cyclohexane-1,4-dicarbohydrazide C1(CCC(CC1)C(=O)NN)C(=O)NN